dimethyl-2,4-dimethylcyclopentadienyl-2-methyl-4-(4-tert-butylphenyl)indenyl-silane C[Si](C1C(=CC2=C(C=CC=C12)C1=CC=C(C=C1)C(C)(C)C)C)(C1C(=CC(=C1)C)C)C